IC1=NN(C=C1)COCC[Si](C)(C)C 3-iodo-1-((2-(trimethylsilyl)ethoxy)methyl)-1H-pyrazole